1-(Benzofuran-5-ylmethyl)-3,3-dimethyl-2-oxoindoline-6-carboxylic acid O1C=CC2=C1C=CC(=C2)CN2C(C(C1=CC=C(C=C21)C(=O)O)(C)C)=O